2,2'-iminodiacetonitrile N(CC#N)CC#N